7-(4-bromobutyl)-1-(4-chlorobutyl)quinolin-2(1H)-one BrCCCCC1=CC=C2C=CC(N(C2=C1)CCCCCl)=O